ClC1=CC2=C(NC(=NS2(=O)=O)[C@@H]2[C@H](C2)C2=NC=CC(=N2)C)C=C1NCC=1N=C2N(C=C(C=C2)C2CC2)C1 |r| rac-7-chloro-6-(((6-cyclopropylimidazo[1,2-a]pyridin-2-yl)methyl)amino)-3-((1S*,2S*)-2-(4-methylpyrimidin-2-yl)cyclopropyl)-4H-benzo[e][1,2,4]thiadiazine 1,1-dioxide